2-amino-3-(3-fluoro-4-(3-methyl-2-oxo-2,3-dihydrobenzo[d]oxazol-5-yl)phenyl)propanenitrile NC(C#N)CC1=CC(=C(C=C1)C=1C=CC2=C(N(C(O2)=O)C)C1)F